NC1=C(N=CN1)C(=O)O 5-AMINO-1H-IMIDAZOLE-4-CARBOXYLIC ACID